phenyl butenoate C(C=CC)(=O)OC1=CC=CC=C1